ClS(=O)(=O)CC1CCN(CC1)C(=O)OCC1=CC=CC=C1 Benzyl 4-((chlorosulfonyl)methyl)piperidine-1-carboxylate